C[Si](O[Si](O[Si](O)(C)C)(C)C)(O)C hexamethyl-1,5-dihydroxytrisiloxane